The molecule is the simplest member of the class of 1,4-benzoquinones, obtained by the formal oxidation of hydroquinone to the corresponding diketone. It is a metabolite of benzene. It has a role as a cofactor, a human xenobiotic metabolite and a mouse metabolite. C1=CC(=O)C=CC1=O